pyridin-3(2H)-one-5-d1 N=1CC(C=C(C1)[2H])=O